(R)-2-(4-fluorophenyl)morpholin-5,5-d2 FC1=CC=C(C=C1)[C@@H]1CNC(CO1)([2H])[2H]